O=C1CC2(C1)CC(C2)C(=O)OC methyl 2-oxospiro[3.3]heptane-6-carboxylate